3,6,9,12,15,18-hexaoxanonadecylamine C(COCCOCCOCCOCCOCCOC)N